butyl 4-(3-acetamido-7-chloroisoquinolin-6-yl)piperidine-1-carboxylate C(C)(=O)NC=1N=CC2=CC(=C(C=C2C1)C1CCN(CC1)C(=O)OCCCC)Cl